4-methoxy-N-(2,3,5-trifluoro-4-((6-methoxy-7-(2-(methylamino)ethoxy)quinolin-4-yl)oxy)phenyl)pyridine-3-carboxamide COC1=C(C=NC=C1)C(=O)NC1=C(C(=C(C(=C1)F)OC1=CC=NC2=CC(=C(C=C12)OC)OCCNC)F)F